C1(CC1)C1=CN=CC2=C1N=CN(C2=O)CC=2N=C1N(C=C(C=C1)C)C2 8-cyclopropyl-3-({6-methylimidazo[1,2-a]pyridin-2-yl}methyl)-3H,4H-pyrido[4,3-d]pyrimidin-4-one